N,N'''-dineohexyl-N,N',N'',N'''-tetramethyl(triethylenetetraamine) C(CC(C)(C)C)N(CCN(CCN(CCN(C)CCC(C)(C)C)C)C)C